NC1=C(N=CC2=C(C=CC=C12)C1=C(C=CC(=C1)OC)OC)C(=O)NCCC 4-amino-8-(2,5-dimethoxyphenyl)-N-propylisoquinoline-3-carboxamide